3-[6-(3,3a,4,5,6,6a-Hexahydro-2H-pyrrolo[2,3-c]pyrrol-1-yl)pyrimidin-4-yl]-6-(difluoromethyl)imidazo[1,2-b]pyridazine N1(CCC2C1CNC2)C2=CC(=NC=N2)C2=CN=C1N2N=C(C=C1)C(F)F